CO[C@@]1(COCC1)C1=CC(=CC(=N1)C=1C=C(N2C=NC(=CC21)NC(=O)N)C([2H])([2H])[2H])C (R)-1-(5-(6-(3-Methoxytetrahydrofuran-3-yl)-4-methylpyridin-2-yl)-7-(methyl-d3)pyrrolo[1,2-c]pyrimidin-3-yl)urea